CC1COC(CC(O1)=O)C 3,7-dimethyl-1,4-dioxepan-5-one